((3R)-1-((2,2-difluorocyclopropyl)methyl)piperidin-3-yl)-2-(8-isopropyl-5-oxothieno[3',2':4,5]pyrrolo[1,2-d][1,2,4]triazin-6(5H)-yl)acetamide compound with formaldehyde C=O.FC1(C(C1)CN1C[C@@H](CCC1)C(C(=O)N)N1N=C(N2C(C1=O)=CC1=C2SC=C1)C(C)C)F